tetraphenyl-bismuth hexafluorophosphate salt F[P-](F)(F)(F)(F)F.C1(=CC=CC=C1)[Bi](C1=CC=CC=C1)(C1=CC=CC=C1)C1=CC=CC=C1